O[C@H]1[C@@H](CCC1)NC(=O)C=1SC=2N=CC=C3N(C(NC1C23)=O)C2=CC(=NC=C2)C2=CC=CC=C2 N-((1R,2R)-2-Hydroxycyclopentyl)-4-oxo-5-(2-phenylpyridin-4-yl)-4,5-dihydro-3H-1-thia-3,5,8-triazaacenaphthylene-2-carboxamide